N-((1s,4s)-4-((2-ethylbutyl)amino)cyclohexyl)-4-isopropyl-5-(8-methyl-[1,2,4]triazolo[1,5-a]pyridin-6-yl)-1H-pyrazole-3-carboxamide C(C)C(CNC1CCC(CC1)NC(=O)C1=NNC(=C1C(C)C)C=1C=C(C=2N(C1)N=CN2)C)CC